6-hydroxy-4-(6-(4-(pyridin-2-yloxy)piperidin-1-yl)pyridin-3-yl)pyrazolo[1,5-a]pyridine-3-carbonitrile OC=1C=C(C=2N(C1)N=CC2C#N)C=2C=NC(=CC2)N2CCC(CC2)OC2=NC=CC=C2